(E)-3-(3,5-dichloro-4-hydroxyphenyl)-1-(6-(methylthio)benzofuran-2-yl)prop-2-en-1-one ClC=1C=C(C=C(C1O)Cl)/C=C/C(=O)C=1OC2=C(C1)C=CC(=C2)SC